(1,4-diazabicyclo[3.2.2]nonan-4-yl)(3-(4-fluorophenyl)-5-methoxycyclopenta[c]pyrazol-1(4H)-yl)methanone N12CCN(C(CC1)CC2)C(=O)N2N=C(C1=C2C=C(C1)OC)C1=CC=C(C=C1)F